5-chloro-1'-{2-[4-(4-methanesulfonyloxan-4-yl)phenoxy]ethyl}-1,2-dihydrospiro[indole-3,4'-piperidin]-2-one ClC=1C=C2C(=CC1)NC(C21CCN(CC1)CCOC1=CC=C(C=C1)C1(CCOCC1)S(=O)(=O)C)=O